NC=1NC(C2=C(N1)NN=N2)=O 5-amino-3,6-dihydro-7H-[1,2,3]triazolo[4,5-d]pyrimidin-7-one